ClC1=C(C=C(C=C1)OC1=CC(=CC(=C1)[N+](=O)[O-])OC)C(F)(F)F 1-Chloro-4-(3-methoxy-5-nitro-phenoxy)-2-(trifluoromethyl)-benzene